C(C)(C)(C)OC(=O)O[C@@H]1[C@H]([C@H](N(C1)C(=O)OC(C)(C)C)CC1=CC=C(C=C1)OC)OC(CCN1CCN(CC1)C)=O tert-butyl (2R,3S,4S)-4-[(tert-butoxycarbonyl)oxy]-2-[(4-methoxyphenyl)methyl]-3-{[3-(4-methylpiperazin-1-yl)propanoyl]oxy}pyrrolidine-1-carboxylate